NC1C(CC(CC1)CC1CC(C(CC1)N)C)C bis-(4-amino-3-methylcyclohexyl)-methane